C(C)[C@H]1[C@H](NC(C1)=O)CNC1=NC=CC2=CC(=C(C=C12)OC)C(=O)N 1-((((2S,3R)-3-ethyl-5-oxopyrrolidin-2-yl)methyl)amino)-7-methoxyisoquinoline-6-carboxamide